N-(4,4-difluoro-1-(2-hydroxyethyl)pyrrolidin-3-yl)-2-methyl-5-((4-methylthiazol-5-yl)methoxy)-benzofuran-3-carboxamide FC1(C(CN(C1)CCO)NC(=O)C1=C(OC2=C1C=C(C=C2)OCC2=C(N=CS2)C)C)F